IC1=CN(C=2N=CN=C(C21)N)C2COC(OC2)C2CCNCC2 5-iodo-7-((2r,5r)-2-(piperidin-4-yl)-1,3-dioxan-5-yl)-7H-pyrrolo[2,3-d]pyrimidin-4-amine